C[C@@H](C(=O)N[C@@H](CC1=CN=CN1)C(=O)O)N The molecule is a dipeptide formed from L-alanyl and L-histidine residues. It has a role as a metabolite. It is a tautomer of an Ala-His zwitterion.